N-((5-(5-(difluoromethyl)-1,3,4-oxadiazol-2-yl)thiazol-2-yl)methyl)-N-(6-fluorobenzo[d]oxazol-2-yl)ethanesulfonamide FC(C1=NN=C(O1)C1=CN=C(S1)CN(S(=O)(=O)CC)C=1OC2=C(N1)C=CC(=C2)F)F